4-chloro-7-(2,4-difluorophenyl)imidazo[5,1-f][1,2,4]triazine ClC1=NC=NN2C1=CN=C2C2=C(C=C(C=C2)F)F